ClC1=CC(=C(C=C1)C1=CC(=CN1)S(=O)(=O)NC1=C(C=C(C=C1)C#N)F)C 5-(4-chloro-2-methyl-phenyl)-N-(4-cyano-2-fluoro-phenyl)-1H-pyrrole-3-sulfonamide